C(CCC)C(CCC(=O)[O-])C(CCCC)CCCC 4,5-dibutyl-nonanoate